ClC=1C=C2C(=C3C1NC(NC31CCCCC1)=O)OC(=N2)CNCC2=CC=NO2 5-chloro-2-{[(1,2-oxazol-5-ylmethyl)amino]methyl}-7,8-dihydro-6H-spiro[[1,3]oxazolo[5,4-f]quinazoline-9,1'-cyclohexane]-7-one